2-[2-(2-hydroxy-phenyl)-phenethyl]-N,N-dimethylpiperidinium bromide [Br-].OC1=C(C=CC=C1)C1=C(CCC2[N+](CCCC2)(C)C)C=CC=C1